N1CCC(CC1)O piperidine-4-ol